N,N-dimethoxymethyl-urea COCN(C(=O)N)COC